C(C1=CC=CC=C1)N1C2=C(SCC1)C=CC(=C2)C(CC(=O)N(C)C)NS(=O)C(C)(C)C 3-(4-benzyl-3,4-dihydro-2H-benzo[b][1,4]thiazin-6-yl)-3-((tert-butylsulfinyl)amino)-N,N-dimethylpropionamide